Cl.OC1(CNC1)C 3-Hydroxy-3-methylazetidine hydrochloride